4-Chloro-5-(3-(4-fluoro-2-(trifluoromethyl)benzoyl)-5,6-dihydro-[1,2,4]triazolo[4,3-a]pyrazin-7(8H)-yl)pyridazin-3(2H)-one ClC=1C(NN=CC1N1CC=2N(CC1)C(=NN2)C(C2=C(C=C(C=C2)F)C(F)(F)F)=O)=O